2-(4-oxoquinazolin-3(4H)-yl)acetic acid O=C1N(C=NC2=CC=CC=C12)CC(=O)O